(2-methyl-4,5-di-(methylsulfonyl)-benzoyl)-guanidine CC1=C(C(=O)NC(=N)N)C=C(C(=C1)S(=O)(=O)C)S(=O)(=O)C